C(OC1=C(C(=CC=C1)CC)CC)(OC1=C(C(=CC=C1)CC)CC)=O di(diethylphenyl) carbonate